COC(C(C(=O)OC)[C@@H](C[N+](=O)[O-])C1=C(C=C(C=C1F)OC(F)F)F)=O |o1:8| (R*)-2-{1-[4-(difluoromethoxy)-2,6-difluorophenyl]-2-nitroethyl}malonic acid dimethyl ester